5-hydroxy-2-isopropyl-1-phenyl-1H-benzo[g]indazol-3(2H)-one OC=1C=C2C(N(N(C2=C2C1C=CC=C2)C2=CC=CC=C2)C(C)C)=O